3-((7-((2S,4R)-4-Amino-2-phenylpiperidine-1-carbonyl)-7-azaspiro[4.5]decan-10-yl)methyl)-6,7-difluoroquinazolin-4(3H)-one N[C@H]1C[C@H](N(CC1)C(=O)N1CC2(CCCC2)C(CC1)CN1C=NC2=CC(=C(C=C2C1=O)F)F)C1=CC=CC=C1